ClC1=C2C(=NN(C2=CC=C1)S(=O)(=O)C1=CC=C(C=C1)C(C)(F)F)N1[C@H](CC(C1)(F)F)C(F)F 4-chloro-1-[4-(1,1-difluoroethyl)phenyl]sulfonyl-3-[(2R)-2-(difluoromethyl)-4,4-difluoro-pyrrolidin-1-yl]indazole